O[C@@H](C(=O)NC=1C=C2C(=CC(=NC2=CC1)C1=CN=CS1)OCCOC)C (R)-2-hydroxy-N-(4-(2-methoxyethoxy)-2-(thiazol-5-yl)quinolin-6-yl)propanamide